CC1=C(OC2=C1C=C(C=C2)NCCCC=2C=C(C=CC2)C)C(=O)O 3-Methyl-5-(3-(m-tolyl)propylamino)benzofuran-2-carboxylic acid